4-amino-N-(1-butyrylpiperidin-4-yl)benzenesulfonamide NC1=CC=C(C=C1)S(=O)(=O)NC1CCN(CC1)C(CCC)=O